Ethyl 4-(benzo[b]thiophen-3-yl)-5-cyano-2,6-dimethyl-1,4-dihydropyridine-3-carboxylate S1C2=C(C(=C1)C1C(=C(NC(=C1C#N)C)C)C(=O)OCC)C=CC=C2